5-(difluoromethyl)-1H-pyrazole-4-carboxylic acid ethyl ester trifluoroacetate FC(C(=O)O)(F)F.C(C)OC(=O)C=1C=NNC1C(F)F